N-(1-((2S,3R,4R,5R)-3-fluoro-4-hydroxy-5-(hydroxymethyl)tetrahydrofuran-2-yl)-2-oxo-1,2-dihydropyrimidin-4-yl)pyridazine-3-carboxamide F[C@H]1[C@H](O[C@@H]([C@H]1O)CO)N1C(N=C(C=C1)NC(=O)C=1N=NC=CC1)=O